O1COCC2=C1C=CC=C2C2(N=CC=CC=C2)C2=CC(=C(C(=C2)OC)OC)OC (benzo[d][1,3]dioxin-5-yl)-2-(3,4,5-trimethoxyphenyl)-2H-azepine